N-(5-Cyano-1H-indol-7-yl)methanesulfonamide C(#N)C=1C=C2C=CNC2=C(C1)NS(=O)(=O)C